C1(=CC=CC=C1)N1CCC(CC1)C(C(=O)N)CCCCCCC (1-phenylpiperidin-4-yl)nonanamide